FC=1C=CC(=NC1)C1=NN2C(CNCC2)=C1C1=C2C(=NC(=C1)C)NN=C2 4-[2-(5-Fluoro-2-pyridyl)-4,5,6,7-tetrahydropyrazolo[1,5-a]pyrazin-3-yl]-6-methyl-1H-pyrazolo[3,4-b]pyridine